(3R,5S)-3-(2-((6-((2,5-dichloropyrimidin-4-yl)amino)-3-methyl-2-oxo-2,3-dihydro-1H-benzo[d]imidazol-4-yl)oxy)ethoxy)-4,4-difluoro-5-methylpiperidine-1-carboxylic acid tert-butyl ester C(C)(C)(C)OC(=O)N1C[C@H](C([C@H](C1)C)(F)F)OCCOC1=CC(=CC=2NC(N(C21)C)=O)NC2=NC(=NC=C2Cl)Cl